iodononane CCCCCCCCCI